C(C)(C)(C)NC(NC1=C(C2=C(N(C([C@H](O2)C)=O)CC2=CC(=CC=C2)C(F)F)C=C1C#N)F)=O 3-tert-butyl-1-[(2R)-6-cyano-4-{[3-(difluoromethyl)phenyl]methyl}-8-fluoro-2-methyl-3-oxo-2H-1,4-benzoxazin-7-yl]urea